OC(C(O)(O)O)OC1=NN2C(C=CC=C2)=C1N 2-tetrahydroxyethoxy-3-amino-pyrazolo[1,5-a]pyridine